silicon-germanium-antimony [Sb].[Ge].[Si]